tert-butyl ((6-(3,3-dimethylureido)pyridin-3-yl)methyl)carbamate CN(C(NC1=CC=C(C=N1)CNC(OC(C)(C)C)=O)=O)C